C1=CC=CC=2C3=CC=CC=C3N(C12)N1C2=CC=CC=C2C=2C=CC=CC12 9,9'-Bicarbazol